Cl.C=1(C(=CC=CC1)CN)CN 2-xylylenediamine hydrochloride